4-((S)-4-isopropyl-2,5-dioxoimidazolidin-4-yl)benzoic acid C(C)(C)[C@]1(NC(NC1=O)=O)C1=CC=C(C(=O)O)C=C1